2,3,4,5-tetrakis(4-methoxyphenyl)cyclopent-2,4-dienone COC1=CC=C(C=C1)C=1C(C(=C(C1C1=CC=C(C=C1)OC)C1=CC=C(C=C1)OC)C1=CC=C(C=C1)OC)=O